C(C)OCOCCCC(CC(CC(CC(CC(CC(C)Br)C)C)C)C)C 14-bromo-4,6,8,10,12-pentamethylpentadecyl ethoxymethyl ether